8-cyclopentyl-2-(ethylamino)-7-oxo-7,8-dihydropterin C1(CCCC1)N1C(C=NC=2C(NC(NC12)(N)NCC)=O)=O